O1CCN(CC1)C1=CC2=C(CC3(CNCC3)O2)C=C1NC(=O)C=1C=NN2C1N=CC=C2 N-(6-morpholino-3H-spiro[benzofuran-2,3'-pyrrolidin]-5-yl)pyrazolo[1,5-a]pyrimidine-3-carboxamide